Undecan-3-one CCC(CCCCCCCC)=O